C1(CC1)COCC(=O)C1=CC(=C(C=C1)C1=NOC(=N1)C(F)(F)F)F 2-(cyclopropylmethoxy)-1-(3-fluoro-4-(5-(trifluoromethyl)-1,2,4-oxadiazol-3-yl)phenyl)ethan-1-one